C(CCCCCCCCCCCCCCCCCCCCC)(=O)O.C(CCCCCCCCCCCCCCCCCCCCC)(=O)O.C(CCCCCCCCCCCCCCCCCCCCC)(=O)O.C(CCCCCCCCCCCCCCCCCCCCC)(=O)O.OCC(O)CO.OCC(O)CO diglycerol tetrabehenate